CN1C=2C=CC=CC2N(C2=CC=CC=C12)C 5,10-dimethylphenazine